OCC12CC(C1)(C2)COS(=O)(=O)C2=CC=C(C=C2)C.ClCC2=C(N)C=CC=C2 2-chloromethyl-aniline (3-(hydroxymethyl)bicyclo[1.1.1]pentan-1-yl)methyl-4-methylbenzenesulfonate